ClC(=O)N1[C@@H](COCC1)CN(CC(=O)[O-])C(=O)OCOP(=O)(OCC1=CC=CC=C1)OCC1=CC=CC=C1 2-[[(3R)-4-chlorocarbonylmorpholin-3-yl]methyl-(dibenzyloxyphosphoryloxymethoxycarbonyl)amino]acetate